3-[(2-fluoro-4-methylsulfonyl-phenyl)methoxy]azetidine-1-carboxylic acid tert-butyl ester C(C)(C)(C)OC(=O)N1CC(C1)OCC1=C(C=C(C=C1)S(=O)(=O)C)F